ClCC1=CN=C2C(=C(C(NC2=C1)=O)C(F)F)C 7-(chloromethyl)-3-(difluoromethyl)-4-methyl-1H-1,5-naphthyridin-2-one